O=C[C@@H](O)[C@@H](O)[C@H](O)[C@H](O)C(=O)O.C[SiH2]O.N1(C)C(=O)N(C)C=2N=CNC2C1=O theophylline methylsilanol-mannuronate